(S)-1-(3-(4-(morpholinomethyl)-6-(5-(trifluoromethyl)thiazol-2-ylamino)pyridin-2-ylamino)piperidin-1-yl)prop-2-en-1-one O1CCN(CC1)CC1=CC(=NC(=C1)NC=1SC(=CN1)C(F)(F)F)N[C@@H]1CN(CCC1)C(C=C)=O